C(C)N1N=CC(=C1)C1=C(C=C(C(=C1)[N+](=O)[O-])OC)F 1-ethyl-4-(2-fluoro-4-methoxy-5-nitrophenyl)-1H-pyrazole